C1(=C(C(=CC(=C1)C)C)S(=O)(=O)N1C(CCCC1)C(=O)O)C 1-(mesitylsulfonyl)piperidine-2-carboxylic acid